CN(C1=C2C=CC=C(C2=CC=C1)S(=O)(=O)N1CCCC2=CC(=CC=C12)C(=O)O)C 1-((5-(dimethylamino)naphthalen-1-yl)sulfonyl)-1,2,3,4-tetrahydroquinoline-6-carboxylic acid